acetonitrile-13C [13C](C)#N